tridecafluorooctyltrihydroxysilane FC(C(C(C(C(F)(F)[Si](O)(O)O)(F)F)(F)F)(F)F)(CCC(F)(F)F)F